C[C@@H]1CCC(N1C=1SC=2C=NC(=CC2N1)NC1=NC(=C(C=C1)C1CCOCC1)CN1CCCC1)=O (5R)-5-Methyl-1-(6-{[5-(oxan-4-yl)-6-[(pyrrolidin-1-yl)methyl]pyridin-2-yl]amino}-[1,3]thiazolo[5,4-c]pyridin-2-yl)pyrrolidin-2-one